4-(4-methyl-3-((7-methyl-8-oxo-9-(tetrahydro-2H-pyran-4-yl)-8,9-dihydro-7H-purin-2-yl)amino)phenoxy)pentanoic acid CC1=C(C=C(OC(CCC(=O)O)C)C=C1)NC1=NC=C2N(C(N(C2=N1)C1CCOCC1)=O)C